BrC1=CC=C(C=C1)C1CCN(CC1)C1=C(C(=C(C=C1)I)Cl)F 4-(4-bromophenyl)-1-(3-chloro-2-fluoro-4-iodo-phenyl)piperidine